CC=1C=C2C(C=CO2)=C(C1C1=CC2=C(N=N1)N(CC2)[C@H]2[C@H](CC2)O)O |r| 6-methyl-5-[7-[rac-(1R,2S)-2-hydroxycyclobutyl]-5,6-dihydropyrrolo[2,3-c]pyridazin-3-yl]benzofuran-4-ol